2-(2-(cyclopropanesulfonamido)thiazol-4-yl)-N-(4-(6-ethylpyrazin-2-yl)-2-fluorophenyl)-2-methylpropanamide C1(CC1)S(=O)(=O)NC=1SC=C(N1)C(C(=O)NC1=C(C=C(C=C1)C1=NC(=CN=C1)CC)F)(C)C